NCCNCCNCCNCCNCCNCCNCCNCCNCCNCCNCCNCCNCCNCCNCCNCCN hexadecaethyleneheptadecamine